FC=1C=C(C=C2C(=NNC12)CCN(C(C)C)C)OC N-(2-(7-fluoro-5-methoxy-1H-indazol-3-yl)ethyl)-N-methylpropan-2-amine